(S)-3-((4-((2-hydroxy-1-phenylethyl)amino)-5-(1,3,4-oxadiazol-2-yl)pyridin-2-yl)amino)-6,6-dimethyl-6,9-dihydro-11H-pyridazino[1,2-a]indazol-11-one OC[C@H](C1=CC=CC=C1)NC1=CC(=NC=C1C=1OC=NN1)NC1=CC=C2C(N3N(C2=C1)C(C=CC3)(C)C)=O